6-[3,5-bis(trifluoromethyl)phenyl]-1H-pyrazolo[3,4-d]pyrimidin-4(5H)-one FC(C=1C=C(C=C(C1)C(F)(F)F)C=1NC(C2=C(N1)NN=C2)=O)(F)F